FC(C(C(C(F)(F)F)(C(F)(F)F)F)(F)F)(CC(CC=C(C(=O)O)C)O)F.FC(C(=O)O)=C(F)F perfluoroacrylate (3-(perfluoro-3-methylbutyl)-2-hydroxypropyl methacrylate)